(5s,7s)-2-[cyclopropyl-(difluoro)methyl]-7-fluoro-5-(2-fluorophenyl)-6,7-dihydro-5H-pyrrolo[1,2-b][1,2,4]triazole C1(CC1)C(C=1N=C2N(N1)[C@@H](C[C@@H]2F)C2=C(C=CC=C2)F)(F)F